FC1=C(C(=CC=C1)F)C1=CC(=C(N=N1)C(=O)N)NC1=CC=C(C=C1)C(NS(=O)(=O)C)=O 6-(2,6-difluorophenyl)-4-((4-((methyl-Sulfonyl)carbamoyl)phenyl)amino)pyridazine-3-carboxamide